1-(4-((1S,4'R)-7'-hydroxy-2,3-dihydrospiro[indene-1,3'-isochroman]-4'-yl)phenyl)piperidine-4-carbaldehyde OC1=CC=C2[C@H]([C@@]3(OCC2=C1)CCC1=CC=CC=C13)C1=CC=C(C=C1)N1CCC(CC1)C=O